ClC=1C2=C(N=CN1)N(C=C2C2=CC=C(C=C2)OC2=CC=CC=C2)C2CCC1(OCCO1)CC2 4-chloro-5-(4-phenoxyphenyl)-7-(1,4-dioxaspiro[4.5]decan-8-yl)-7H-pyrrolo[2,3-d]pyrimidine